4-[[1-[2-[5-(1-methylcyclopropoxy)-1-(2-trimethylsilylethoxymethyl)indazol-3-yl]-4-pyridinyl]-4-piperidinyl]methyl]piperazine-1-carboxylic acid tert-butyl ester C(C)(C)(C)OC(=O)N1CCN(CC1)CC1CCN(CC1)C1=CC(=NC=C1)C1=NN(C2=CC=C(C=C12)OC1(CC1)C)COCC[Si](C)(C)C